1-(4-(3-Fluoro-5-(trifluoromethyl)benzyl)pyridin-2-yl)-N-(oxetan-3-yl)-1H-pyrazol-3-carboxamid FC=1C=C(CC2=CC(=NC=C2)N2N=C(C=C2)C(=O)NC2COC2)C=C(C1)C(F)(F)F